Cl.O1C=NC=C1CN oxazol-5-ylmethanamine hydrochloride